NC1=C(C(NC2=C(C=CC=C12)C1=C(C=CC(=C1)CN1CC2(C1)CN(CC2)C)F)=O)C(=O)NCCC 4-amino-8-(2-fluoro-5-((6-methyl-2,6-diazaspiro[3.4]octane-2-yl)methyl)phenyl)-2-oxo-N-propyl-1,2-dihydroquinoline-3-carboxamide